C(C)(C)OC1=CC=C(C=N1)C(C)C1=NN(C=C1)C(=O)N (1-(6-isopropoxypyridin-3-yl)ethyl)-1H-pyrazole-1-carboxamide